FC(C=1N=NNC1)F 4-difluoromethyltriazole